NC1C(CCCC1)NC=1C=C2CN(C(C2=CC1)=O)C1C(NC(CC1)=O)=O 3-(5-((2-aminocyclohexyl)amino)-1-oxoisoindolin-2-yl)piperidine-2,6-dione